C(C)(C)(C)N1C=C(C=C1)C(=O)NCC1=NC(=NO1)C=1N(C2=CC=CC(=C2C1)N[C@H]1[C@H](CN(CC1)C)F)CC(F)(F)F tert-butyl-N-[[3-[4-[[(3S,4R)-3-fluoro-1-methyl-4-piperidyl]amino]-1-(2,2,2-trifluoroethyl)indol-2-yl]-1,2,4-oxadiazol-5-yl]methyl]-1H-pyrrole-3-carboxamide